C(C)(=O)N1CCN(CC1)C(C)C1=CC=C(C=C1)C=1OC2=C(C=C(C=C2C(C1C)=O)C)[C@@H](C)NC1=C(C(=O)O)C=CC=C1 2-(((1R)-1-(2-(4-(1-(4-acetylpiperazin-1-yl)ethyl)phenyl)-3,6-dimethyl-4-oxo-4H-chromen-8-yl)ethyl)amino)benzoic acid